NC1=NN(C2=NC(=NC=C21)N2CCCC2)C(=O)C2=C(C=CC=C2)OC (3-amino-6-(pyrrolidin-1-yl)-1H-pyrazolo[3,4-d]pyrimidin-1-yl)(2-methoxyphenyl)methanone